N1(CCOCC1)C1=NC=NC(=N1)N1CCOCC1 4,6-dimorpholin-4-yl-[1,3,5]triazin